C(C1=CC=CC=C1)O[C@@H]1C[C@@H](N(C1)C(=O)OC(C)(C)C)C(=O)OC 1-(tert-butyl) 2-methyl (2R,4R)-4-(benzyloxy)pyrrolidine-1,2-dicarboxylate